(±)-N-[4-cyano-3-(trifluoromethyl)phenyl]-3-[(4-fluorophenyl)sulfonyl]-2-hydroxy-2-methylpropanamide C(#N)C1=C(C=C(C=C1)NC([C@@](CS(=O)(=O)C1=CC=C(C=C1)F)(C)O)=O)C(F)(F)F |r|